C(C)(C)[N+](=CC(CCCCCCCC)C)[O-] N-isopropyl-2-methyldecan-1-imine oxide